C1(=CC=CC=C1)C(O)(C12CCN(CC1)CC2)C2=CC=CC=C2 diphenyl-(quinuclidin-4-yl)methanol